N1=CC(=CC2=CC=CC=C12)S(=O)(=O)N1CCC2(C[C@H](CO2)NC[C@@H](COC2=CC(=CC=C2)S(=O)(=O)C=C)O)CC1 (S)-1-((R)-8-(quinolin-3-ylsulfonyl)-1-oxa-8-azaspiro[4.5]decan-3-ylamino)-3-(3-(vinylsulfonyl)phenoxy)propan-2-ol